N-((S)-2-cyano-1-(4-(ethylsulfonyl)phenyl)ethyl)-4-((2S,5R)-2-((difluoromethoxy)methyl)-5-(4-(trifluoromethyl)phenyl)piperidin-1-yl)benzamide C(#N)C[C@@H](C1=CC=C(C=C1)S(=O)(=O)CC)NC(C1=CC=C(C=C1)N1[C@@H](CC[C@@H](C1)C1=CC=C(C=C1)C(F)(F)F)COC(F)F)=O